3-(4-isopropylpyridin-2-yl)-N-(4-(trifluoromethyl)pyridin-2-yl)-1,2,4-thiadiazol-5-amine C(C)(C)C1=CC(=NC=C1)C1=NSC(=N1)NC1=NC=CC(=C1)C(F)(F)F